FC1=C(C=CC=C1[N+](=O)[O-])C1=NN(C=C1CN(C(OCCCC)=O)C([2H])([2H])[2H])C butyl ((3-(2-fluoro-3-nitrophenyl)-1-methyl-1H-pyrazol-4-yl)methyl)(methyl-d3)carbamate